3-(2-aminopyridin-4-yl)-N-methyl-4-((4-(trifluoromethyl)phenyl)amino)benzenesulfonamide NC1=NC=CC(=C1)C=1C=C(C=CC1NC1=CC=C(C=C1)C(F)(F)F)S(=O)(=O)NC